6-imidazol-1-yl-N2,N2-dimethyl-pyridine-2,3-diamine N1(C=NC=C1)C1=CC=C(C(=N1)N(C)C)N